methylenebis(N-sec-butylaniline) C(N(C1=CC=CC=C1)C(C)CC)N(C1=CC=CC=C1)C(C)CC